1-(3-fluorophenyl)-cyclopropan-1-amine FC=1C=C(C=CC1)C1(CC1)N